(4S)-N-((R)-cyclopropyl(2-fluoro-4-(trifluoromethyl)phenyl)methyl)-3-((5-(methylsulfonyl)-3-pyridinyl)carbonyl)-1,3-thiazolidine-4-carboxamide C1(CC1)[C@@H](NC(=O)[C@@H]1N(CSC1)C(=O)C=1C=NC=C(C1)S(=O)(=O)C)C1=C(C=C(C=C1)C(F)(F)F)F